ClC=1C=C2C(=CNC2=CC1)N 5-chloro-1H-indol-3-amine